ClC=1C=C(NC2(CCC3(C(CC4=CC=CC=C34)C3=C(C=CC(=C3)OC)Cl)CC2)C(=O)O)C=CC1 (1r,4r)-4-(3-chloroanilino)-2'-(2-chloro-5-methoxyphenyl)-2',3'-dihydrospiro[cyclohexane-1,1'-indene]-4-carboxylic acid